NC=1C=C(C=CC1Cl)NS(=O)(=O)C=1C=C(C=C(C(=O)O)C1)C(=O)O 5-(3-amino-4-chloro-phenylsulfamoyl)-isophthalic acid